1-(5-amino-2-pyridinyl)-2-(3-bromophenyl)-2-methyl-propan-1-one NC=1C=CC(=NC1)C(C(C)(C)C1=CC(=CC=C1)Br)=O